C(C)(=O)O[C@@H]1[C@H](O[C@H]([C@@H]([C@H]1OC(C)=O)NC(C)=O)NC(C(F)(F)Br)=O)COC(C)=O (2R,3S,4R,5R,6R)-5-Acetamido-2-(acetoxymethyl)-6-(2-bromo-2,2-difluoro-acetamido)-tetrahydro-2H-pyran-3,4-diyl diacetate